FC(CCOS(=O)(=O)C1=CC=C(C=C1)C)(F)F.C(C)(C)C1=NN(C(C=C1OCCC(F)(F)F)=O)CC(=O)OCC ethyl 2-(3-isopropyl-6-oxo-4-(3,3,3-trifluoropropoxy)pyridazin-1(6H)-yl)acetate 3,3,3-Trifluoropropyl-4-methylbenzenesulfonate